4-(3-(1-Methyl-1H-pyrazol-5-yl)piperidin-1-yl)-6,7-dihydro-5H-cyclopenta[d]pyrimidin CN1N=CC=C1C1CN(CCC1)C=1C2=C(N=CN1)CCC2